C=CCC(CCCCCCCCC)OC(C1=CC(=C(C(=C1)OC)OC)OC)=O.NC1=NC=NN2C1=C(C(=N2)C2=CC=C(C=C2)NC(C=C)=O)C2=CC(=C(C=C2)OC2=NC=CC(=N2)N)F N-(4-(4-amino-5-(4-((4-aminopyrimidin-2-yl)oxy)-3-fluorophenyl)pyrazolo[5,1-f][1,2,4]triazin-6-yl)phenyl)acrylamide tridec-1-en-4-yl-3,4,5-trimethoxybenzoate